4-[(3-{8-bromo-3-[(trifluoromethyl)sulfanyl]indolizin-2-yl}prop-2-yn-1-yl)amino]-3-(fluoromethoxy)-N-methylbenzamide BrC1=CC=CN2C(=C(C=C12)C#CCNC1=C(C=C(C(=O)NC)C=C1)OCF)SC(F)(F)F